(Z)-3-Amino-4,4,4-trichloro-2-cyano-butenoic acid tert-butyl ester C(C)(C)(C)OC(\C(=C(\C(Cl)(Cl)Cl)/N)\C#N)=O